ClC(CC(Cl)(Cl)Cl)Cl 3,3-dichloro-1,1,1-trichloropropane